ClC=1C=C(C(=C(CN2C[C@@H](N(CC2)C(=O)C2CCCC2)C)C1)C)NC=1OC2=C(N1)C=CC(=C2)Cl (S)-(4-(5-chloro-3-((6-chlorobenzo[d]oxazol-2-yl)amino)-2-methylbenzyl)-2-methylpiperazin-1-yl)(cyclopentyl)methanone